C(C)(C)(C)I tertiary butyl iodide